6-fluoro-N-(octahydrocyclopenta[c]pyrrol-5-yl)quinolin-4-amine hydrochloride Cl.FC=1C=C2C(=CC=NC2=CC1)NC1CC2C(CNC2)C1